C(CCCCCCCCCCC)N(S(O)(=O)=O)CCCCCCCCCCCC didodecylsulfamic acid